OC12C(C=C(C=C1)C(C)(C)C1=CC=C(C=C1)O)O2 bisphenol A Oxide